O=C1CCC(=NN1)C1=C(C#N)C=CC=C1 (6-oxo-1,4,5,6-tetrahydropyridazin-3-yl)benzonitrile